CO[C@H](CC(=O)OC(C)(C)C)C=C tert-Butyl (R)-3-Methoxypent-4-enoate